ClC1=CC=C(C=C1)C1=NNC(=C1)C(=O)N 3-p-chlorophenyl-1H-pyrazole-5-carboxamide